FC1=C(OC2=CC=C(C=C2)CO)C=CC=C1OC (4-(2-fluoro-3-methoxyphenoxy)phenyl)methanol